ls-1,3,5,7-tetrabromoadamantane BrC12CC3(CC(CC(C1)(C3)Br)(C2)Br)Br